NC1=CC=C(C=C1)C=1N=NN(C1)CC(=O)N[C@H](C(=O)N(C)C1=CC=C(C=C1)OC)CC1=CC=CC=C1 (S)-2-(2-(4-(4-aminophenyl)-1H-1,2,3-triazol-1-yl)acetylamino)-N-(4-methoxyphenyl)-N-methyl-3-phenylpropionamide